(1R,2S,3R,5R)-3-((E)-4-hydrazineylidene-4,7-dihydro-1H-pyrazolo[3,4-d]pyrimidin-1-yl)-5-((S)-4,4,4-trifluoro-1-hydroxybut-2-yn-1-yl)cyclopentane-1,2-diol N(/N)=C\1/C2=C(NC=N1)N(N=C2)[C@H]2[C@@H]([C@@H]([C@H](C2)[C@@H](C#CC(F)(F)F)O)O)O